C(C)(=O)NC1=CC=C2C3=C(C(OC2=C1)=O)C1=C(O3)C=C(C=C1)C(=O)O 3-acetamido-6-oxo-6H-benzofuro[3,2-c]chromene-9-carboxylic Acid